3-cyclopropyl-5-iodo-7,8-dihydro-6H-cyclopenta[g]Isoquinoline-7-carboxylic acid methyl ester COC(=O)C1CC2=C(C(=C3C=C(N=CC3=C2)C2CC2)I)C1